2,2'-(Spiro[fluorene-9,9'-xanthene]-2,7-diylbis(oxy))bis(ethan-1-ol) C1=CC=CC=2OC3=CC=CC=C3C3(C12)C1=CC(=CC=C1C=1C=CC(=CC13)OCCO)OCCO